[(6,6'-diphenyl[1,1'-binaphthalene]-2,2'-diyl)bis{oxy[3-(dibenzo[b,d]thiophen-4-yl)-4,1-phenylene]}]dimethanol C1(=CC=CC=C1)C=1C=C2C=CC(=C(C2=CC1)C1=C(C=CC2=CC(=CC=C12)C1=CC=CC=C1)OC1=C(C=C(C=C1)CO)C1=CC=CC2=C1SC1=C2C=CC=C1)OC1=C(C=C(C=C1)CO)C1=CC=CC2=C1SC1=C2C=CC=C1